Tert-butyl (6-((2,3-dihydro-1H-inden-2-yl)carbamoyl)-4-((2-methoxyphenyl)amino)pyridin-2-yl)carbamate C1C(CC2=CC=CC=C12)NC(=O)C1=CC(=CC(=N1)NC(OC(C)(C)C)=O)NC1=C(C=CC=C1)OC